tris-hydroxyaminomethane hydrochloride Cl.ONC(NO)NO